(2R,4R)-1-(3-chloro-2-fluorobenzyl)-2-ethyl-4-((3-fluoro-6-((5-methyl-1H-pyrazol-3-yl)amino)-pyridin-2-yl)methyl)-piperidine-4-carboxylic acid ClC=1C(=C(CN2[C@@H](C[C@@](CC2)(C(=O)O)CC2=NC(=CC=C2F)NC2=NNC(=C2)C)CC)C=CC1)F